N-ethyl-2-(3-(5-(5-fluoropyridin-3-yl)-1,2,4-oxadiazol-3-yl)-6-oxo-pyridazin-1(6H)-yl)acetamide C(C)NC(CN1N=C(C=CC1=O)C1=NOC(=N1)C=1C=NC=C(C1)F)=O